2-((1-cyclopropyl-1H-pyrazol-3-yl)methyl)-6-mercaptophthalazin-1(2H)-one C1(CC1)N1N=C(C=C1)CN1C(C2=CC=C(C=C2C=N1)S)=O